(R)-4-cyclopropyl-6,6a,7,8,9,10-hexahydro-5H-pyrazino[1,2-a][1,8]naphthyridine C1(CC1)C=1C=2CC[C@H]3N(C2N=CC1)CCNC3